ClC1=C(C(=O)NCC(C2=C(N=CS2)C(F)F)N2CCC(CC2)OC2=NC=CN=C2C#N)C(=CC=C1)F 2-Chloro-N-(2-{4-[(3-cyanopyrazin-2-yl)oxy]piperidin-1-yl}-2-[4-(difluoromethyl)-1,3-thiazol-5-yl]ethyl)-6-fluorobenzamide